(difluoro(2-(((3S,6S,9aS)-5-oxo-3-(3-(pyrazin-2-yl)azetidine-1-carbonyl)octahydro-1H-pyrrolo[1,2-a]azepin-6-yl)carbamoyl)benzo[b]thiophen-5-yl)methyl)phosphonic acid FC(C1=CC2=C(SC(=C2)C(N[C@H]2CCC[C@@H]3N(C2=O)[C@@H](CC3)C(=O)N3CC(C3)C3=NC=CN=C3)=O)C=C1)(F)P(O)(O)=O